Trans-5-[4-[4-(4-chlorophenyl)-5-methyl-1,2,4-triazol-3-yl]cyclohexyl]oxy-2-methylpyridine aluminum diisopropoxide mono(ethylacetoacetate) C(C)CC(CC(=O)[O-])=O.CC([O-])C.CC([O-])C.[Al+3].ClC1=CC=C(C=C1)N1C(=NN=C1C)[C@@H]1CC[C@H](CC1)OC=1C=CC(=NC1)C